CN1[C@@H]([C@H](CC1=O)C(=O)NCCCC(=O)NCCCOCCC(=O)OC(C)(C)C)C=1C=NC=CC1 tert-butyl 3-(3-(4-((2S,3S)-1-methyl-5-oxo-2-(pyridin-3-yl)pyrrolidine-3-carboxamido)butanamido)propoxy)propanoate